C1(=CC=CC=C1)CCC1=NC=NC=C1 1-phenyl-2-(pyrimidin-4-yl)ethane